2-(3-cyano-1,2-dimethyl-1H-indol-5-yl)-N-(1-(1-(2,2,2-trifluoroethyl)-1H-pyrazolo[3,4-c]pyridin-5-yl)ethyl)acetamide C(#N)C1=C(N(C2=CC=C(C=C12)CC(=O)NC(C)C=1C=C2C(=CN1)N(N=C2)CC(F)(F)F)C)C